C(C)(C)(C)OC(=O)N1C(CCCC1)NC1=NC=C(C(=N1)Cl)Cl ((4,5-dichloropyrimidin-2-yl)amino)piperidine-1-carboxylic acid tert-butyl ester